(2R,3S,4S)-4-hydroxy-2-{[4-(1,3-oxazol-2-yl)phenyl]methyl}pyrrolidin-3-yl N-[(3-fluorophenyl)methyl]carbamate FC=1C=C(C=CC1)CNC(O[C@H]1[C@H](NC[C@@H]1O)CC1=CC=C(C=C1)C=1OC=CN1)=O